(S)-5-(3-fluorophenyl)-2,5,6,7-tetrahydro-3H-pyrrolo[2,1-c][1,2,4]triazol-3-one FC=1C=C(C=CC1)[C@@H]1CCC2=NNC(N21)=O